CC(=O)NC1=CC=C(C=C1)C(=O)CCl The molecule is an alpha-chloroketone that is acetanilide in the para- position is substituted by a chloroacetyl group. It is an alpha-chloroketone, a member of acetamides and an aromatic ketone.